4,4-dimethyl-1,3-dioxolan-2-one CC1(OC(OC1)=O)C